C1(=CC=CC2=CC=CC=C12)C1C(C2=CC=CC=C2C1=O)=O Naphthylindan-1,3-dion